N-(2-(2,6-dioxopiperidin-3-yl)-1,3-dioxoisoindolin-4-yl)pentanamide O=C1NC(CCC1N1C(C2=CC=CC(=C2C1=O)NC(CCCC)=O)=O)=O